ClC1=NC(=C(C2=CC=CC=C12)O)C(=O)NC(C(=O)O)CC1=CC=CC=C1 2-[(1-Chloro-4-hydroxyisoquinoline-3-carbonyl)amino]-3-phenylpropanoic acid